4-[2-(difluoromethoxy)-4-(trifluoromethyl)phenyl]-N-[(3R)-1-methylpiperidin-3-yl]-6,7-dihydro-5H-cyclopenta[d]pyridazin-1-amine formate C(=O)O.FC(OC1=C(C=CC(=C1)C(F)(F)F)C1=C2C(=C(N=N1)N[C@H]1CN(CCC1)C)CCC2)F